(Z)-3-(4-((3-(2-cyclopropyl-6-(trifluoromethyl)pyridin-4-yl)-1H-1,2,4-triazole-1-yl)methylene)-3-(2-hydroxyethyl)-2,5-dioxoimidazolin-1-yl)propionic acid C1(CC1)C1=NC(=CC(=C1)C1=NN(C=N1)\C=C\1/N(C(N(C1=O)CCC(=O)O)=O)CCO)C(F)(F)F